9-azabicyclo[3.3.1]Nonane-2,6-diene C12C=CCC(C=CC1)N2